CC1=C(C=CC(=C1)OC1=CC=CC=C1)N1C(NC2=C(SC=3N=CC=C1C32)C(=O)N[C@H]3[C@H](CCC3)NC(OC(C)(C)C)=O)=O tert-Butyl ((1S,2R)-2-(5-(2-methyl-4-phenoxyphenyl)-4-oxo-4,5-dihydro-3H-1-thia-3,5,8-triazaacenaphthylene-2-carboxamido)cyclopentyl)carbamate